4-(6-(1H-benzo[d]imidazol-2-yl)pyridinoyl)-N-(3-(imidazo[1,2-a]pyridin-2-yl)phenyl)piperidine N1C(=NC2=C1C=CC=C2)C2=CC=CC(=N2)C(=O)C2CCN(CC2)C2=CC(=CC=C2)C=2N=C1N(C=CC=C1)C2